O1C=CC2=C1C=C(C=C2)CN(C(=O)[C@@H]2[C@@H]1C[C@@H]1CN2S(=O)(=O)C2=CC=C(C)C=C2)C2CCC(CC2)(C)C (1R,2S,5S)-N-(benzofuran-6-ylmethyl)-N-(4,4-dimethylcyclohexyl)-3-tosyl-3-azabicyclo[3.1.0]hexane-2-carboxamide